IC1OCCOC1 2-iodo-1,4-dioxane